ethyl-((4-((3-propyl-3H-[1,2,3]triazolo[4,5-b]pyridin-5-yl) carbamoyl)-3-(6-azaspiro[2.5]oct-6-yl) phenyl) sulfonyl) acetate C(C)(=O)OS(=O)(=O)C1=C(C(=C(C=C1)C(NC1=CC=C2C(=N1)N(N=N2)CCC)=O)N2CCC1(CC1)CC2)CC